(Racemic)-2-(5-Fluoropyridin-2-yl)-3-(6-methyl-1H-pyrazolo[3,4-b]pyridin-4-yl)-3b,4,4a,5-tetrahydrocyclopropa[3,4]pyrrolo[1,2-b]pyrazole FC=1C=CC(=NC1)C=1C(=C2N(N1)CC1C2C1)C1=C2C(=NC(=C1)C)NN=C2